4-(1-(but-3-en-1-yl)-1H-pyrazol-4-yl)-2-chloro-7H-pyrrolo[2,3-d]pyrimidine C(CC=C)N1N=CC(=C1)C=1C2=C(N=C(N1)Cl)NC=C2